C(C)OC1=C(C(=O)O)C(=CC(=C1)C)NC(=O)OCC 2-Ethoxy-6-((ethoxycarbonyl)amino)-4-methylbenzoic acid